C(CC)C1=CSC=2CNCC(C21)C=2C=C(C(=CC2)O)O 4-(3-propyl-4,5,6,7-tetrahydrothieno[2,3-c]pyridin-4-yl)benzene-1,2-diol